1-(3,4-difluoro-2-methylphenyl)-3-(2-methyl-6-oxo-1,6-dihydropyridin-3-yl)-6-(trifluoromethyl)-2,3-dihydropyrido[2,3-d]pyrimidin-4(1H)-one FC=1C(=C(C=CC1F)N1CN(C(C2=C1N=CC(=C2)C(F)(F)F)=O)C2=C(NC(C=C2)=O)C)C